(E)-2-hydroxy-5-methoxy-4-((E)-3-phenylallylidene)cyclohexa-2,5-dien-1-one OC=1C(C=C(/C(/C1)=C/C=C/C1=CC=CC=C1)OC)=O